3',3',4-trimethyl-3,4-dihydrospiro[benzo[b][1,4]oxazine-2,1'-cyclohexan]-4'-one CC1(CC2(CCC1=O)CN(C1=C(O2)C=CC=C1)C)C